(S)-3-(methylamino)-1-(thiophen-2-yl)propan-1-ol CNCC[C@H](O)C=1SC=CC1